C1(CC1)C=1C(=C2C(=NC1C(F)(F)F)CCC2)NC(=O)N=[S@](=O)(N)C2=NN(C=C2F)C(C)C (R)-N'-((3-cyclopropyl-2-(trifluoromethyl)-6,7-dihydro-5H-cyclopenta[b]pyridin-4-yl)carbamoyl)-4-fluoro-1-isopropyl-1H-pyrazole-3-sulfonimidamide